(6-methoxy-5-methyl-1,2,3,4-tetrahydronaphthalen-1-yl)methylamine COC=1C(=C2CCCC(C2=CC1)CN)C